C(C)(C)C=1C=C2C(=NN(C2=CC1)CC(C(=O)OC(=C)C(F)(F)F)(C)C)C1=CC=CC=C1 3,3,3-Trifluoroprop-1-en-2-yl 3-(5-isopropyl-3-phenyl-1H-indazol-1-yl)-2,2-dimethylpropanoate